methyl nitronate carbon [C].[N+](OC)([O-])=C